ClC=1C=C(C=CC1Cl)C=1N=C(SC1SC(C)C)N1N=C(C(=C1C(=O)O)CC1=C(C=CC=C1)NS(=O)(=O)C)C 1-(4-(3,4-dichlorophenyl)-5-(isopropylthio)thiazol-2-yl)-3-methyl-4-(2-(methylsulfonamido)benzyl)-1H-pyrazole-5-carboxylic acid